5-(methoxymethyl)-4-methylfuran-2-carboxylic acid COCC1=C(C=C(O1)C(=O)O)C